3-amino-N-(1-(2,6-difluorophenyl)-2-hydroxyethyl)-6-(1-methyl-6-oxo-1,6-dihydropyridin-3-yl)-5-(oxazol-2-yl)pyrazine-2-carboxamide (9Z,12E)-tetradeca-9,12-dien-1-yl-acetate C(CCCCCCC\C=C/C\C=C\C)CC(=O)O.NC=1C(=NC(=C(N1)C=1OC=CN1)C1=CN(C(C=C1)=O)C)C(=O)NC(CO)C1=C(C=CC=C1F)F